3-[3-chloro-5-(methylsulfonylaminomethyl)phenyl]-2,7-dimethyl-5,7-dihydro-4H-pyrazolo[3,4-c]pyridine-6-carboxylic acid tert-butyl ester C(C)(C)(C)OC(=O)N1C(C=2C(CC1)=C(N(N2)C)C2=CC(=CC(=C2)CNS(=O)(=O)C)Cl)C